ethyl 2-[4-[3-[4-(cyclopropyl-carbamoyl)-3-(difluoromethoxy)-5-methoxy-phenyl]imidazo[1,2-a]pyridin-7-yl]pyrazol-1-yl]acetate C1(CC1)NC(=O)C1=C(C=C(C=C1OC)C1=CN=C2N1C=CC(=C2)C=2C=NN(C2)CC(=O)OCC)OC(F)F